[Cl-].[Cl-].C1(=CC=CC=2C3=CC=CC=C3CC12)[Ti+2]C1=CC=CC=2C3=CC=CC=C3CC12 bis-fluorenyl titanium dichloride